C(C1=CC=CC=C1)N1N=CC(=C1)C=1C=NC=C(C1)Br 3-(1-Benzylpyrazol-4-yl)-5-bromo-pyridine